2-(2-aminoethoxy)-8-(2,2'-dichloro-3'-(6-methoxy-5-((((5-oxopyrrolidin-2-yl)methyl)amino)methyl)pyridin-2-yl)-[1,1'-biphenyl]-3-yl)-4-oxo-4H-pyrido[1,2-a]pyrimidine-3-carbaldehyde NCCOC=1N=C2N(C(C1C=O)=O)C=CC(=C2)C=2C(=C(C=CC2)C2=C(C(=CC=C2)C2=NC(=C(C=C2)CNCC2NC(CC2)=O)OC)Cl)Cl